FC1(C(C12CCN(CC2)C(=O)OC(C)(C)C)C2=CC(=NO2)C2=C(C=C(C=C2)F)C(F)(F)F)F tert-butyl 1,1-difluoro-2-{3-[4-fluoro-2-(trifluoromethyl) phenyl] isoxazol-5-yl}-6-azaspiro[2.5]octane-6-carboxylate